(3-chloro-4-(4-(2-((3-hydroxy-3-methylcyclobutyl)methoxy)pyridin-4-yl)thiophen-2-yl)phenyl)(4-hydroxypiperidin-1-yl)methanone ClC=1C=C(C=CC1C=1SC=C(C1)C1=CC(=NC=C1)OCC1CC(C1)(C)O)C(=O)N1CCC(CC1)O